2,3-dimenthyl-butane C1(CC(C(CC1)C(C)C)C(C)C(C)C1CC(CCC1C(C)C)C)C